ClC1=C(C=C(C=C1)C1=CN(C(C=C1)=O)C(C)C)C[C@@H](C(=O)NC1=CC=C(C=C1)C=1N(N=CC1C)C)NC(=O)C1=NNC=N1 N-[(1S)-1-[[2-chloro-5-(1-isopropyl-6-oxo-3-pyridyl)phenyl]methyl]-2-[4-(2,4-dimethylpyrazol-3-yl)anilino]-2-oxo-ethyl]-1H-1,2,4-triazole-3-carboxamide